N-(4-methyl-3-(pyrazin-2-yl)phenyl)-6-azabicyclo[3.1.1]heptane-6-carboxamide CC1=C(C=C(C=C1)NC(=O)N1C2CCCC1C2)C2=NC=CN=C2